5-ethynyl-6-fluoro-4-(8-fluoro-2-(((2R,7aS)-2-fluorotetrahydro-1H-pyrrolizin-7a(5H)-yl)methoxy)-4-(5-oxa-2,8-diazaspiro[3.5]nonan-8-yl)quinazolin-7-yl)naphthalen-2-ol C(#C)C1=C2C(=CC(=CC2=CC=C1F)O)C1=CC=C2C(=NC(=NC2=C1F)OC[C@]12CCCN2C[C@@H](C1)F)N1CCOC2(CNC2)C1